C(C)(C)(CC(C)(C)C)C1=CC=C(C=C1)O p-tert.-Octylphenol